FC(C=1C=CC=C2CC(NC12)=O)(F)F 7-(trifluoromethyl)indolin-2-one